F[C@H]1C[C@H](N(C1)C(CN1CCC(CC1)OC(=O)C1=CN=CC2=CC=CC=C12)=O)C#N (2S,4S)-4-fluoro-1-[2-[4-(4-isoquinolinoyloxy)-1-piperidinyl]acetyl]pyrrolidine-2-carbonitrile